SCCC1=CC=C(C=C1)CCS 1,4-bis(2-mercaptoethyl)benzene